(R)-3-(4-Acetylmorpholin-2-yl)-N-(5-chloro-4-(5,5-dimethyl-5,6-dihydro-4H-pyrrolo[1,2-b]pyrazol-3-yl)pyridin-2-yl)propanamide C(C)(=O)N1C[C@H](OCC1)CCC(=O)NC1=NC=C(C(=C1)C1=C2N(N=C1)CC(C2)(C)C)Cl